6-chloro-3-(((R)-1-(2-(6-(((S)-3,3-difluoro-1-methylpiperidin-4-yl)oxy)pyridin-3-yl)-3,6-dimethyl-4-oxo-3,4-dihydroquinazolin-8-yl)ethyl)amino)-N-(methylsulfonyl)picolinamide ClC1=CC=C(C(=N1)C(=O)NS(=O)(=O)C)N[C@H](C)C=1C=C(C=C2C(N(C(=NC12)C=1C=NC(=CC1)O[C@@H]1C(CN(CC1)C)(F)F)C)=O)C